5-(Chlorophenyl)-N-(3-amino-3-oxo-1,1-dimethylpropyl)-3-hydroxylpyridin-2-yl-amide ClC1=C(C=CC=C1)C=1C=C(C(=NC1)[N-]C(CC(=O)N)(C)C)O